CNC(=O)C=1NC(=CC1O[C@@H](C)C1=CC=CC=C1)C(=O)N N2-methyl-3-((S)-1-phenylethoxy)-1H-pyrrole-2,5-dicarboxamide